alpha-Cyano-4-fluoro-3-phenoxybenzyl 3-(2,2-dichlorovinyl)-2,2-dimethylcyclopropanecarboxylate ClC(=CC1C(C1C(=O)OC(C1=CC(=C(C=C1)F)OC1=CC=CC=C1)C#N)(C)C)Cl